C1(=CC(=CC=C1)C1=C2C(=NO1)C=CC(=C2)C(=O)O)C 3-(m-tolyl)benzo[c]isoxazole-5-carboxylic acid